1,4-dimethoxy-2,3,5-trimethylbenzene COC1=C(C(=C(C(=C1)C)OC)C)C